COC1=CC=C(C=C1)CCC(=O)C1=C(C=C(C=C1O)O)O 3-(4-methoxyphenyl)-1-(2,4,6-trihydroxyphenyl)propan-1-one